O=CC(C)CCC[C@@H](C)[C@H]1CC[C@H]2[C@@H]3CCC4=CCCC[C@]4(C)[C@H]3CC[C@]12C oxocholest-4-en